O=C(OCC1=CC=CC=C1)NCCOCCOCCC(=O)O 3-oxo-1-phenyl-2,7,10-trioxa-4-azatridecane-13-oic Acid